norbornenedicarboxylic acid perfluorooctanesulfonate FC(C(C(C(C(C(C(C(F)(F)F)(F)F)(F)F)(F)F)(F)F)(F)F)(F)F)(S(=O)(=O)O)F.C12(C(=CC(CC1)C2)C(=O)O)C(=O)O